aluminum nitrate, ammonium salt [NH4+].[N+](=O)([O-])[O-].[Al]